N1CC[C@H](CCC1)C=1C=C2CN(C(C2=CC1)=O)C1C(NC(CC1)=O)=O 3-(5-((S)-azepan-4-yl)-1-oxoisoindolin-2-yl)piperidine-2,6-dione